(2-Acetoxyacetyl)oxymethyl (1aR,7bS)-5-fluoro-2-hydroxy-1a,7b-dihydro-1H-cyclopropa[c][1,2]benzoxaborinine-4-carboxylate FC1=C(C2=C([C@@H]3[C@H](B(O2)O)C3)C=C1)C(=O)OCOC(COC(C)=O)=O